BrC=1C=C(C=CC1)[C@H]1C[C@H]([C@H]2[C@@H]1OC(O2)(C)C)N2C=CC1=C2N=CN=C1NCC1=CC=C(C=C1)OC 7-((3aS,4R,6R,6aR)-6-(3-bromophenyl)-2,2-dimethyltetrahydro-4H-cyclopenta[d][1,3]dioxol-4-yl)-N-(4-methoxybenzyl)-7H-pyrrolo[2,3-d]pyrimidin-4-amine